N2-[2-(5,6-dimethoxy-1H-indol-3-yl)ethyl]-N4-(2-methyl-1H-indol-5-yl)pyrimidine-2,4-diamine COC=1C=C2C(=CNC2=CC1OC)CCNC1=NC=CC(=N1)NC=1C=C2C=C(NC2=CC1)C